(6R,8aS)-6-{8-amino-1-[2-fluoro-4-(1-hydroxy-1-phenylethyl)phenyl]imidazo[1,5-a]pyrazin-3-yl}hexahydroindolizin-3(2H)-one NC=1C=2N(C=CN1)C(=NC2C2=C(C=C(C=C2)C(C)(C2=CC=CC=C2)O)F)[C@H]2CN1C(CC[C@@H]1CC2)=O